(10R,14S)-14-amino-5-methoxy-10-methyl-3,8-diazatricyclo[13.3.1.02,7]nonadeca-1(19),2(7),3,5,15,17-hexaen-9-one N[C@H]1CCC[C@H](C(NC=2C=C(C=NC2C=2C=CC=C1C2)OC)=O)C